C(C)(C)(C)C1=C(C(=C(C(=C1)C)CN1CN(CN(C1)CC1=C(C(=C(C=C1C)C(C)(C)C)O)C)CC1=C(C(=C(C=C1C)C(C)(C)C)O)C)C)O 1,3,5-tris[(4-tert-butyl-3-hydroxy-2,6-xylyl)methyl]-1,3,5-triazine